FC1(CNCC1O)F 3,3-difluoropyrrolidin-4-ol